C(C)C=1N2C=3C=NC4=CC=C(C=C4C3N(C2=NN1)C1=CC=C(C=C1)C(C)(C#C)C)C=1C=CC(=NC1)N 5-{12-Ethyl-16-[4-(2-methylbut-3-yn-2-yl)phenyl]-8,11,13,14,16-pentaazatetracyclo-[8.6.0.02,7.011,15]Hexadec-1(10),2,4,6,8,12,14-heptaen-4-yl}pyridin-2-amine